2-chloro-N-[2-(2,4-dichlorophenyl)-2-fluoro-ethyl]-5-phenoxy-pyridine-4-carboxamide ClC1=NC=C(C(=C1)C(=O)NCC(F)C1=C(C=C(C=C1)Cl)Cl)OC1=CC=CC=C1